3-methylbenzoic acid-3-methylbenzyl ester CC=1C=C(COC(C2=CC(=CC=C2)C)=O)C=CC1